C(CC)[Sb](CCC)CCC tripropylantimony